4-(benzimidazolin-2-one-5-yl)-N2-[2-(4-methylpiperazin-1-yl)pyridin-5-yl]-5-fluoropyrimidine-2,4-diamine N1C(NC2=C1C=CC(=C2)C2(NC(=NC=C2F)NC=2C=CC(=NC2)N2CCN(CC2)C)N)=O